NC1=CC=CC(=N1)S(=O)(=O)NC(=O)C=1C(=NC(=CC1)C1=NC(=C(C=C1)C)OCC(C)(C)C)N1C(CC(C1)C)(C)C N-[(6-Amino-2-pyridyl)sulfonyl]-6-[6-(2,2-dimethylpropoxy)-5-methyl-2-pyridyl]-2-(2,2,4-trimethylpyrrolidin-1-yl)pyridin-3-carboxamid